{6-[4-(2-Fluoro-ethyl)-piperazin-1-yl]-2-methyl-pyrimidin-4-yl}-(5-pyridin-3-yl-thiazol-2-yl)-amine hydrochloride salt Cl.FCCN1CCN(CC1)C1=CC(=NC(=N1)C)NC=1SC(=CN1)C=1C=NC=CC1